N-(1,3-benzodioxol-4-ylmethyl)-1-(2-ethoxy-4-pyridinyl)methylamine O1COC2=C1C=CC=C2CNCC2=CC(=NC=C2)OCC